1-(4-bromo-2,5-difluorobenzyl)-4,4-dimethylpiperidine BrC1=CC(=C(CN2CCC(CC2)(C)C)C=C1F)F